C(CCCCCCCCCCCCCC(=O)N)CCCCCCCCCCCCCC(=O)N methylenebis-myristamide